6-hydroxy-2-(4-(pyrimidin-5-yl)phenyl)-4H-chromen-4-one OC=1C=C2C(C=C(OC2=CC1)C1=CC=C(C=C1)C=1C=NC=NC1)=O